6-[3-(pyridin-3-yl)-1,2,4-oxadiazol-5-yl]-1,2,3,4-tetrahydro-quinolin-2-one N1=CC(=CC=C1)C1=NOC(=N1)C=1C=C2CCC(NC2=CC1)=O